5-(3-(difluoromethyl)-8-fluoroimidazo[1,2-a]pyridin-6-yl)-6-fluoro-4-methoxy-N-(1-(oxetan-3-yl)piperidin-4-yl)pyrrolo[2,1-f][1,2,4]triazin-2-amine FC(C1=CN=C2N1C=C(C=C2F)C=2C(=CN1N=C(N=C(C12)OC)NC1CCN(CC1)C1COC1)F)F